C(C)C(C(=O)[O-])CCCC.C(C)C(C(=O)[O-])CCCC.[Co+2].C(C1=CC=CC=C1)(C1=CC=CC=C1)N1[C@H]([C@@H](C1)CS(=O)(=O)C)C (2S,3R)-1-benzhydryl-2-methyl-3-((methylsulfonyl)methyl)azetidine cobalt(II) bis(2-ethylhexanoate)